ethyl 2-[1-cyclobutyl-6-(2H-1,2,3,4-tetrazol-5-yl)-1H-1,3-benzodiazol-2-yl]-5-ethoxy-1-methyl-6-oxo-1,6-dihydropyrimidine-4-carboxylate C1(CCC1)N1C(=NC2=C1C=C(C=C2)C=2N=NNN2)C=2N(C(C(=C(N2)C(=O)OCC)OCC)=O)C